2-amino-3-methyl-N-(2-(trifluoromethoxy)ethyl)-N-((5-(trifluoromethyl)-2-pyridinyl)methyl)-6-quinolinecarboxamide NC1=NC2=CC=C(C=C2C=C1C)C(=O)N(CC1=NC=C(C=C1)C(F)(F)F)CCOC(F)(F)F